(R)-8-bromo-3-hydroxy-3-methyl-1,2,3,5-tetrahydro-4H-pyrido[2,3-b][1,4]diazepine-4-One BrC1=CC2=C(NC([C@](CN2)(C)O)=O)N=C1